5-[2-hydroxy-3-(tert-butylamino)-propoxy]-2-methyl-1-(methylphenyl)indole-3-carboxylic acid ethyl ester C(C)OC(=O)C1=C(N(C2=CC=C(C=C12)OCC(CNC(C)(C)C)O)C1=C(C=CC=C1)C)C